((1R,3R)-3-((tert-butyldimethyl-silyl)oxy)cyclobutyl)methanol C(C)(C)(C)[Si](OC1CC(C1)CO)(C)C